C1(CC1)C1=CC=2N(C=C1C=1CCN(CC1)S(=O)(=O)C=1C=NN(C1C)C)N=CN2 7-cyclopropyl-6-(1-((1,5-dimethyl-1H-pyrazol-4-yl)sulfonyl)-1,2,3,6-tetrahydropyridin-4-yl)-[1,2,4]triazolo[1,5-a]pyridine